C(N)(OCC(OCCOCCOCCC(=O)ON1C(CCC1=O)=O)C(C)(C)C)=O tert-butyl{2-[2-(2-{3-[(2,5-dioxopyrrolidin-1-yl)oxy]-3-oxopropoxy}ethoxy)ethoxy]ethyl} carbamate